8-(4,4-difluoropiperidin-1-yl)-N-(1-(2,6-dioxopiperidin-3-yl)-2-oxo-1,2-dihydrobenzo[cd]indol-6-yl)octanamide FC1(CCN(CC1)CCCCCCCC(=O)NC=1C=2C3=C(C(N(C3=CC1)C1C(NC(CC1)=O)=O)=O)C=CC2)F